C(C=C)(=O)OCCCC[Si](OCC)(OCC)OCC acryloxybutyl-triethoxysilane